(2,3-dichloro-4-pyridinyl)methanol ClC1=NC=CC(=C1Cl)CO